C(C)(=O)N1CCC(CC1)CN1N=C2C3=C(CC(C2=C1)C)OC(=C3C(F)(F)F)C(=O)[O-] 2-[(1-acetylpiperidin-4-yl) methyl]-4-methyl-8-(trifluoromethyl)-4,5-dihydro-2H-furo[2,3-g]indazole-7-carboxylate